C[C@H]1N([C@@H](CC1)C)C(=O)N[C@H](C(=O)O)CCN(CCCCC1=NC=2NCCCC2C=C1)C[C@@H](CF)OC (2S)-2-[[(2R,5R)-2,5-dimethylpyrrolidine-1-carbonyl]amino]-4-[[(2S)-3-fluoro-2-methoxy-propyl]-[4-(5,6,7,8-tetrahydro-1,8-naphthyridin-2-yl)butyl]amino]butanoic acid